N1N=C(C=2C1=CN=CC2)NC2=NC(=C1C=CC=NC1=C2)NC2CC1CCC(C2)N1CCC#N 3-((3-Exo)-3-((7-((1H-pyrazolo[3,4-c]pyridin-3-yl)amino)-1,6-naphthyridin-5-yl)amino)-8-azabicyclo[3.2.1]oct-8-yl)propionitrile